N1C(=NC2=C1C=CC=C2)C(=O)N2C[C@H](CC2)C(=O)NC2=CC(=C(C(=C2)F)F)F (S)-1-(1H-benzo[d]imidazole-2-carbonyl)-N-(3,4,5-trifluorophenyl)pyrrolidine-3-carboxamide